ClC1=C(C(=O)N2N=C(C(=C2OCC2=CC=C(C=C2)CN)F)C2C(N(CC2)S(=O)(=O)C)C(F)(F)F)C=CC=C1 [4-({[1-(2-chlorobenzoyl)-4-fluoro-3-[1-methanesulfonyl-2-(trifluoromethyl)pyrrolidin-3-yl]-1H-pyrazol-5-yl]oxy}methyl)phenyl]methanamine